diethyl (2S,5S)-1-benzylpyrrolidine-2,5-dicarboxylate C(C1=CC=CC=C1)N1[C@@H](CC[C@H]1C(=O)OCC)C(=O)OCC